N-((2-(4-(difluoromethoxy)-3-ethoxyphenyl)oxazol-4-yl)methyl)-2-(2-hydroxyethoxy)benzamide FC(OC1=C(C=C(C=C1)C=1OC=C(N1)CNC(C1=C(C=CC=C1)OCCO)=O)OCC)F